(S)-3-(4-Methoxyphenyl)-N-(1-phenylpropan-2-yl)propanamide COC1=CC=C(C=C1)CCC(=O)N[C@H](CC1=CC=CC=C1)C